2-(4-Amino-1-tert-butyl-pyrazolo[3,4-d]pyrimidin-3-yl)-3-chloro-N-(2-methoxyethyl)-1H-indole-6-carboxamide NC1=C2C(=NC=N1)N(N=C2C=2NC1=CC(=CC=C1C2Cl)C(=O)NCCOC)C(C)(C)C